O=C(C(=O)O)N1C[C@H](CC1)OC1=C(C=CC(=C1)C(F)(F)F)C=1OC2=C(C=CC=C2C(C1)=O)Cl 2-oxo-2-[(3S)-3-[2-(8-chloro-4-oxo-chromen-2-yl)-5-(trifluoromethyl)phenoxy]Pyrrolidin-1-yl]Acetic acid